cyclopentanyl trisulfide C1(CCCC1)SSSC1CCCC1